(2R,3R,4R,5R)-2-(4-aminopyrrolo[2,1-f][1,2,4]triazin-7-yl)-2-cyano-5-((isobutyryloxy)methyl)tetrahydrofuran-3,4-diyl bis(2-methylpropanoate) CC(C(=O)O[C@H]1[C@](O[C@@H]([C@H]1OC(C(C)C)=O)COC(C(C)C)=O)(C#N)C1=CC=C2C(=NC=NN21)N)C